1-tert-Butyl-3-(3-chloro-5-fluoro-1H-indol-2-yl)pyrazolo[3,4-d]pyrimidin-4-amine C(C)(C)(C)N1N=C(C=2C1=NC=NC2N)C=2NC1=CC=C(C=C1C2Cl)F